ClC=1C=C(CCN2C[C@@H](OCCC2)COC2=CC=C(C=C2)N(S(=O)(=O)C)C)C=CC1 (R)-N-(4-((4-(3-chlorophenethyl)-1,4-oxazepan-2-yl)methoxy)phenyl)-N-methylmethanesulfonamide